C(C)(C)(C)OC(=O)N1C[C@@H]([C@H](CCC1)OC1=NC(=CN=C1)NC1=NNC(=C1)OC(F)F)F.ClC[C@H](CN1CC2=CC=CC=C2C1)O 2-((S)-3-chloro-2-hydroxypropyl)isoindoline tert-butyl-(3S,4S)-4-((6-((5-(difluoromethoxy)-1H-pyrazol-3-yl)amino)pyrazin-2-yl)oxy)-3-fluoroazepane-1-carboxylate